[Br-].C(CC[P+](C1=CC=CC=C1)(C1=CC=CC=C1)CCCCCB1C2CCCC1CCC2)[P+](C2=CC=CC=C2)(C2=CC=CC=C2)CCCCCB2C1CCCC2CCC1.[Br-] propane-1,3-diylbis((5-((1s,5s)-9-borabicyclo[3.3.1]nonan-9-yl)pentyl)diphenylphosphonium) bromide